C(#N)C1(CC1)NS(=O)(=O)C1=CC=C2C3=C(N(C2=C1)C=1SC(=NN1)C(F)F)N=CN=C3N3CCN(CC3)C(=O)C3COC3 N-(1-Cyanocyclopropyl)-9-(5-(difluoromethyl)-1,3,4-thiadiazol-2-yl)-4-(4-(oxetane-3-carbonyl)piperazin-1-yl)-9H-pyrimido[4,5-b]indole-7-sulfonamide